[I-].C(C)C(NCC1=CC=C(O1)CO)CC (5-((diethylmethylamino)methyl)-2-furyl)methanol iodide